COCCCOC=1C=CC=C2C=NNC12 7-(3-methoxypropoxy)-1H-indazole